ClC1=CC(=C2C=NNC2=C1)C1(C[C@H]2C([C@H]2C1)NC(=O)N)O 1-((1R,3r,5S,6r)-3-(6-chloro-1H-indazol-4-yl)-3-hydroxybicyclo[3.1.0]hexan-6-yl)urea